C(C1=CC=CC=C1)N1C2=NC(=C(C=C2CCC12CN(CC2)CC2=CC=CC=C2)Br)C 1,1'-dibenzyl-6-bromo-7-methyl-3,4-dihydro-1H-spiro[1,8-naphthyridine-2,3'-pyrrolidine]